diethyl-(3-sulfobutyl)ammonium hydroxide [OH-].C(C)[NH+](CCC(C)S(=O)(=O)O)CC